methylenebis(ortho-chloroaniline) C(NC1=C(C=CC=C1)Cl)NC1=C(C=CC=C1)Cl